methyl 4-((3-(difluoromethoxy) phenyl) amino)-3-nitrobenzoate FC(OC=1C=C(C=CC1)NC1=C(C=C(C(=O)OC)C=C1)[N+](=O)[O-])F